CC1=CC=C(C=C1)C(N)=S 4-methylbenzenethioamide